O=C1NC(CCC1N1C(C2=CC=C(C=C2C1)N1CCC(CC1)O[C@@H]1C[C@@H](CCC1)OC1=CC=C(C=C1)C=1C=C2C(=NC1)N(C=C2)C(=O)[O-])=O)=O 5-(4-(((1R,3S)-3-((1-(2-(2,6-dioxopiperidin-3-yl)-1-oxoisoindolin-5-yl)piperidin-4-yl)oxy)cyclohexyl)oxy)phenyl)-1H-pyrrolo[2,3-b]pyridine-1-carboxylate